FCC1=CC2(OCCO2)CCC1 7-(fluoromethyl)-1,4-dioxaspiro[4.5]dec-6-ene